3-(benzyloxy)butyramide C(C1=CC=CC=C1)OC(CC(=O)N)C